OC(CN1CCC(CC1)NC1=C2C=C(N(C2=CC=C1)CC(F)(F)F)C#CCNC1=C(C=C(C=C1)S(=O)(=O)NCCO)OC)CO 4-((3-(4-((1-(2,3-dihydroxypropyl)piperidin-4-yl)amino)-1-(2,2,2-trifluoroethyl)-1H-indol-2-yl)prop-2-yn-1-yl)amino)-N-(2-hydroxyethyl)-3-methoxybenzenesulfonamide